C1=CC(=CC=C1OC(F)(F)F)Cl 4-(trifluoromethoxy)chlorobenzene